C1=CC(=CC=2OC3=C(C21)C=CC=C3)C3=CC=C(C=C3)NC3=CC2=C(N=C(O2)C2=CC=CC=C2)C=C3 N-(4-dibenzofuran-3-yl-phenyl)-N-(2-phenyl-benzooxazol-6-yl)-amine